2-acetyl-8-(4-chloro-2-fluorophenyl)-5-(1-(4-(trifluoromethyl)phenyl)-ethyl)-2,5,8-triazaspiro-[3.5]nonane-6,9-dione C(C)(=O)N1CC2(C1)N(C(CN(C2=O)C2=C(C=C(C=C2)Cl)F)=O)C(C)C2=CC=C(C=C2)C(F)(F)F